BrC1=NC=C(C2=C1C(=CN2)C=O)Cl 4-BROMO-7-CHLORO-1H-PYRROLO[3,2-C]PYRIDINE-3-CARBALDEHYDE